CC=1C=C(C=CC1N)C1=CC=CC=C1 3-methyl-[1,1'-biphenyl]-4-amine